2-(4-(((Cyclopropylmethyl)amino)methyl)-6-methylpyridin-2-yl)-6-(4-fluoro-2-(4-methyl-4H-1,2,4-triazol-3-yl)phenyl)isoindolin-1-one C1(CC1)CNCC1=CC(=NC(=C1)C)N1C(C2=CC(=CC=C2C1)C1=C(C=C(C=C1)F)C1=NN=CN1C)=O